Ethyl (5-(7-fluoro-4-oxo-3,4-dihydrophthalazin-1-yl)-7-methyl-1H-benzimidazol-2-yl)carbamate FC1=CC=C2C(NN=C(C2=C1)C1=CC2=C(NC(=N2)NC(OCC)=O)C(=C1)C)=O